OC1(CCCCC1)CC1=CC=CC=C1 1-hydroxy-cyclohexyl-phenylmethane